5'-Chloro-2'-[({[1-(ethoxymethyl)cyclopropyl]methyl}amino)methyl]-7',8'-dihydro-6'H-spiro[cyclohexane-1,9'-furo[2,3-f]quinazoline]-7'-one ClC=1C=C2C(=C3C4(NC(NC13)=O)CCCCC4)OC(=C2)CNCC2(CC2)COCC